[4-(BUT-2-EN-1-YLOXY)-3-METHYLPHENYL]BORANEDIOL C(C=CC)OC1=C(C=C(C=C1)B(O)O)C